NCC(=O)N1CCN(CC1)C(C1=C(C=C(C=C1)NC=1C=2N(C=CN1)C(=CN2)C=2C(=NN(C2)CCF)C(F)F)CC)=O 2-amino-1-(4-(4-((3-(3-(difluoromethyl)-1-(2-fluoroethyl)-1H-pyrazol-4-yl)imidazo[1,2-a]pyrazin-8-yl)amino)-2-ethylbenzoyl)piperazin-1-yl)ethan-1-one